CC1CCC2[C@@](C1C)(CCC3[C@]2(CCC4[C@@]3(CCCC4(C)C)C)C)C The molecule is a hypothetical sesterterpene skeleton with a structure based on that of a pentamethyl-D-homoandrostane and the basis for the family of scalarane sesterterpenoids.